(S)-1-(4'-hydroxy-[1,1'-biphenyl]-4-yl)-3-(1-((3-methylpyridin-2-yl)methyl)pyrrolidin-3-yl)-1,3-dihydro-2H-imidazo[4,5-b]pyridin-2-one OC1=CC=C(C=C1)C1=CC=C(C=C1)N1C(N(C2=NC=CC=C21)[C@@H]2CN(CC2)CC2=NC=CC=C2C)=O